(E)-ETHYL 8-CHLORO-2-(((DIMETHYLAMINO)METHYLENE)AMINO)-1,7-NAPHTHYRIDINE-3-CARBOXYLATE ClC=1N=CC=C2C=C(C(=NC12)/N=C/N(C)C)C(=O)OCC